bis(4-hydroxy-2,5-dimethylphenyl)-4-hydroxyphenyl-methane OC1=CC(=C(C=C1C)C(C1=CC=C(C=C1)O)C1=C(C=C(C(=C1)C)O)C)C